((1s,3s)-3-Hydroxy-3-methylcyclobutyl)(7-(3-methoxy-2-methylphenoxy)-2-azaspiro[3.5]nonan-2-yl)methanone OC1(CC(C1)C(=O)N1CC2(C1)CCC(CC2)OC2=C(C(=CC=C2)OC)C)C